C12=CC(=CC=C2CC1)N(C(=O)[C@H]1N(C([C@@H]([C@H]1O)O)=C=O)C1=NC(=CC(=C1)C(F)(F)F)C)C (2S,3S,4S)-N-(bicyclo[4.2.0]oct-1,3,5-trien-3-yl)-3,4-dihydroxy-N-methyl-1-(6-methyl-4-(trifluoromethyl)pyridin-2-yl)-5-carbonylpyrrolidine-2-carboxamide